tertiary butyl-chlorodimethyl-silane C(C)(C)(C)[Si](C)(C)Cl